COC=1C=C(C=CC1)C1=NN2C(NC=3C=CC=CC3C2=N1)=O 2-(3-Methoxyphenyl)[1,2,4]triazolo[1,5-c]quinazolin-5(6H)-one